1-{3-Chloro-7H-pyrrolo[2,3-c]pyridazine-7-carbonyl}-4-methylpiperazine hydrochloride Cl.ClC1=CC2=C(N=N1)N(C=C2)C(=O)N2CCN(CC2)C